[O-]P([O-])OP([O-])[O-].[K+].[K+].[K+].[K+] potassium diphosphite